Cl.C1(CCCC1)NC1=CC(=C2C(NC(=NC2=C1)CSC1CCN(CC1)CC(=O)O)=O)F 2-[4-[[7-(cyclopentylamino)-5-fluoro-4-oxo-3H-quinazolin-2-yl]methylsulfanyl]-1-piperidinyl]acetic acid hydrochloride